C(C)(C)(C)C1N(CCC12CCN(CC2)C2=CC(=C(C(=C2)F)C2C(NC(CC2)=O)=O)F)C(=O)OCCOCC=C 2-(prop-2-en-1-yloxy)ethan-1-ol tert-butyl-8-(4-(2,6-dioxopiperidin-3-yl)-3,5-difluorophenyl)-2,8-diazaspiro[4.5]decane-2-carboxylate